1-(4-bromo-5-fluoro-2-pyridinyl)piperidine-4-carbaldehyde BrC1=CC(=NC=C1F)N1CCC(CC1)C=O